C(C)(C)(C)OC(=O)C=1COC2=CC=C(C=C2C1)F.FC=1C=C2CC(COC2=CC1)C(=O)OC(C)(C)C t-butyl 6-fluorochromane-3-carboxylate t-Butyl-6-fluoro-2H-chromene-3-carboxylate